5-((3-(4-(1-benzyl-6-methyl-1,2,5,6-tetrahydropyridin-3-yl)-3-methylphenyl)-1-ethyl-1H-1,2,4-triazol-5-yl)amino)-3,6-dimethylisoindolin-1-one C(C1=CC=CC=C1)N1CC(=CCC1C)C1=C(C=C(C=C1)C1=NN(C(=N1)NC=1C=C2C(NC(C2=CC1C)=O)C)CC)C